FC=1C(=C(C(=NC1)NCC1=CC=C(C=C1)OC)[N+](=O)[O-])N1CC2CCC(C1)N2C(=O)OC(C)(C)C tert-butyl 3-(5-fluoro-2-((4-methoxybenzyl)amino)-3-nitropyridin-4-yl)-3,8-diazabicyclo[3.2.1]octane-8-carboxylate